[2H]O[2H] deuterium-oxide